6-chloro-3-[[(1R)-1-[3,6-dimethyl-4-oxo-2-(3-pyridinyl)benzopyran-8-yl]ethyl]amino]pyridine-2-sulfonamide ClC1=CC=C(C(=N1)S(=O)(=O)N)N[C@H](C)C1=CC(=CC=2C(C(=C(OC21)C=2C=NC=CC2)C)=O)C